BrC1=CC(=C(C(=O)OC)C(=C1)C(CCC)=CCCC=O)F methyl 4-bromo-2-fluoro-6-(4-oxobutylidenebutyl)benzoate